C[C@@H]1CCC2C3CCC(C2=C1)C3 (7R)-7-methyl-octahydro-1,4-methylenenaphthalen